N[C@H](CC(=O)O)C(CC)C (3R)-3-AMINO-4-METHYLHEXANOIC ACID